C12(CC3CC(CC(C1)C3)C2)C=2C=C(C=CC2OC)C=2C=C3C=CC(=CC3=CC2)C=C(C#N)C#N 2-(6-(3-(1-adamantyl)-4-methoxyphenyl)-2-naphthylmethylene)malononitrile